[Cl-].[Cl-].C[N+]1(CCCCC1)CCCCC[N+]1(CCCCC1)C 1,5-bis(1-methylpiperidinium-1-yl)pentane dichloride